(5R,6S)-6-((R)-5H-imidazo[5,1-a]isoindol-1-yl)-5,6,7,8-tetrahydroquinolin-5-ol C=1(N=CN2C1C1=CC=CC=C1C2)[C@H]2[C@H](C=1C=CC=NC1CC2)O